erythritol pentaacrylate C(C=C)(=O)O.C(C=C)(=O)O.C(C=C)(=O)O.C(C=C)(=O)O.C(C=C)(=O)O.C([C@H](O)[C@H](O)CO)O